BrC=1C=C(C(=C(C1)C(C)=O)C)Cl 1-(5-bromo-3-chloro-2-methylphenyl)ethan-1-one